5-(quinolin-6-yl)-N-(cis-4-(trifluoromethoxy)cyclohexyl)pyrrolo[2,1-f][1,2,4]triazin-2-amine N1=CC=CC2=CC(=CC=C12)C=1C=CN2N=C(N=CC21)N[C@@H]2CC[C@@H](CC2)OC(F)(F)F